ClC1=C(C(=CC(=C1)Cl)F)NC=1N(C2=NC(=NC=C2N1)NC1CCC(CC1)(F)F)C1CCC(CC1)C(=O)N (1s,4s)-4-(8-(2,4-dichloro-6-fluorophenylamino)-2-(4,4-difluorocyclohexylamino)-9H-purin-9-yl)cyclohexanecarboxamide